8-(4-(morpholinomethyl)phenyl)-6-fluoro-3,4-dihydrobenzo[e][1,2,3]oxathiazine 2,2-dioxide O1CCN(CC1)CC1=CC=C(C=C1)C1=CC(=CC=2CNS(OC21)(=O)=O)F